ClC=1C(=C(C=CC1F)[C@H](NC(=O)N1[C@@H](C(NCC1)=O)C)[C@H]1CC(CC1)(F)F)F |o1:8,20| (2R)-N-((R or S)-(3-chloro-2,4-difluoro-phenyl)((R or S)-3,3-difluorocyclopentyl)-methyl)-2-methyl-3-oxopiperazine-1-carboxamide